(+/-)-2-(Trifluoromethyl)piperazine C1CNC(CN1)C(F)(F)F